1-Isopropyl-5-[rac-(3S)-3-methyl-2,3,4,5-tetrahydropyridin-6-yl]indazole C(C)(C)N1N=CC2=CC(=CC=C12)C=1CC[C@@H](CN1)C |r|